4-(((1R,5S,7s)-9-methyl-3-oxa-9-azabicyclo[3.3.1]nonan-7-yl)oxy)aniline CN1[C@H]2COC[C@@H]1CC(C2)OC2=CC=C(N)C=C2